C#C[C@H](O)/C=C/CCCCCCCCC/C=C\\CCCCCCCCC/C=C/[C@@H](O)C#C The molecule is an enyne that is (4E,15Z,26E)-triaconta-4,15,26-triene-1,29-diyne substituted by hydroxy groups at positions 3 and 28 (the 3R,28R-stereoisomer). It has been isolated from the marine sponge Petrosia. It has a role as an animal metabolite, a marine metabolite and an antineoplastic agent. It is a secondary alcohol, a terminal acetylenic compound, a diol and an enyne.